O=C1NC=CC2=C(C=CC=C12)N1N=CC(=C1C(F)(F)F)C(=O)NC=1C=NC(=C(C1)C(F)(F)F)N1CCCC1 1-(1-oxo-1,2-dihydroisoquinolin-5-yl)-N-(6-(pyrrolidin-1-yl)-5-(trifluoromethyl)pyridin-3-yl)-5-(trifluoromethyl)-1H-pyrazole-4-carboxamide